ClC=1C=C(C(=C(C1)F)Br)Br 5-chloro-2,3-dibromo-1-fluorobenzene